ICC(=O)NCCCCCC(=O)ON1C(CCC1=O)=O succinimidyl 6-[(iodoacetyl)amino]hexanoate